p-nitrophenyl β-galactopyranoside O([C@H]1[C@H](O)[C@@H](O)[C@@H](O)[C@H](O1)CO)C1=CC=C(C=C1)[N+](=O)[O-]